C(=O)C1=CC=C(C=C1)N1N=C2C=C(C(=CC2=C1)NC(=O)C1=NC(=CC=C1)C(F)(F)F)C(C)(C)O N-[2-(4-formylphenyl)-6-(1-hydroxy-1-methyl-ethyl)indazol-5-yl]-6-(trifluoromethyl)pyridine-2-carboxamide